ClC=1C=CC(=C(C1)C1=CC(N(C=C1OC)C(C(=O)NC1=CC=C(C=C1)P(=O)(OC)OC)CC1=CC=CC=C1)=O)N1N=NN=C1 2-(4-(5-Chloro-2-(1H-tetrazol-1-yl)phenyl)-5-methoxy-2-oxopyridin-1(2H)-yl)-N-(4-(Dimethylphosphono)phenyl)-3-phenylpropanamide